[N+](=O)([O-])C1=CC=C(O[C@@H]2[C@H]([C@H]([C@@H]([C@H](O2)CO)O[Si](C)(C)C)O[Si](C)(C)C)O[Si](C)(C)C)C=C1 ((2R,3R,4S,5S,6R)-6-(4-nitrophenoxy)-3,4,5-tri((trimethylsilyl)oxy)tetrahydro-2H-pyran-2-yl)methanol